2-bromo-N-cyano-2-methyl-N-(4-methoxyphenethyl)propionamide BrC(C(=O)N(CCC1=CC=C(C=C1)OC)C#N)(C)C